C(CC)NC(CCNCCC[Si](OC)(OC)OC)=O N-propyl-3-((3-(trimethoxysilyl)propyl)amino)propanamide